carboxyl-malic acid C(=O)(O)C(C(=O)O)(O)CC(=O)O